C1(=CC=CC=C1)[C@@H]1CC[C@H]2OC3(C(N21)=O)CN(C3)C3=CC=CC=2N3N=CN2 (5'S,7a'R)-5'-phenyl-1-([1,2,4]triazolo[1,5-a]pyridin-5-yl)tetrahydro-3'H-spiro[azetidine-3,2'-pyrrolo[2,1-b][1,3]oxazol]-3'-one